ClC1=NN(C=C1C1=NC=CC(=C1F)NC=1N=CC2=C(C=CC(=C2C1)C(C)C)N[C@@H]([C@H](C)CS(=O)(=O)C)C)C N-(2-(3-chloro-1-methyl-1H-pyrazol-4-yl)-3-fluoropyridin-4-yl)-5-isopropyl-8-((2R,3S)-2-methyl-3-((methanesulfonyl)methyl)azabut-1-yl)isoquinolin-3-amine